Methyl 3-[tert-butyl(dimethyl)silyl]oxy-4-[5-[2-[2-[tert-butyl(dimethyl)silyl]oxyethoxy]-4-fluoro-phenyl]-1-(2,2-dimethylpropanoyl)-6-isopropyl-pyrrolo[2,3-f]indazol-7-yl]benzoate [Si](C)(C)(C(C)(C)C)OC=1C=C(C(=O)OC)C=CC1C1=C(N(C=2C=C3C=NN(C3=CC21)C(C(C)(C)C)=O)C2=C(C=C(C=C2)F)OCCO[Si](C)(C)C(C)(C)C)C(C)C